FC=1C(=NC=CC1)CNC[C@@H](CC)O (R)-1-(((3-fluoropyridin-2-yl)methyl)amino)butan-2-ol